(S)-methyl 5-methyl-4-ureido-2,5-dihydrofuran-3-carboxylate C[C@H]1C(=C(CO1)C(=O)OC)NC(=O)N